2-[4-[(E)-3-Phenylprop-2-enoyl]phenoxy]propanoic acid C1(=CC=CC=C1)/C=C/C(=O)C1=CC=C(OC(C(=O)O)C)C=C1